C1(=CC=CC=C1)[SiH](CCCOCC1OC1)C1=CC=CC=C1 2-[[3-(diphenylsilyl)propoxy]methyl]oxirane